N-(4-(2-((4-(4-((4-(3-((2,6-dioxopiperidin-3-yl)amino)phenyl)piperazin-1-yl)methyl)piperidin-1-yl)phenyl)amino)pyrimidin-4-yl)-2-methylbenzyl)-3-isopropoxyazetidine-1-carboxamide O=C1NC(CCC1NC=1C=C(C=CC1)N1CCN(CC1)CC1CCN(CC1)C1=CC=C(C=C1)NC1=NC=CC(=N1)C1=CC(=C(CNC(=O)N2CC(C2)OC(C)C)C=C1)C)=O